4,4'-bis(aminocyclohexyl)methane C1CC(CCC1CC2CCC(CC2)N)N